ClCC(=O)NNC(C(F)(F)F)=O 1-(chloroacetyl)-2-(trifluoroacetyl)hydrazine